2-[4-([6-chloro-1H-pyrazolo[3,4-d]pyrimidin-1-yl]methyl)phenyl]-1-methyl-4-(trifluoromethyl)-1H-imidazole ClC1=NC=C2C(=N1)N(N=C2)CC2=CC=C(C=C2)C=2N(C=C(N2)C(F)(F)F)C